1,5-dihydroxy-2-pentanesulfonic acid OCC(CCCO)S(=O)(=O)O